C(CCC)[P+](CCCC)(CCCC)CCCC.CC1=CC=C(C=C1)S(=O)(=O)[O-] p-toluenesulfonic acid tetrabutylphosphonium salt